C(C1=CC=CC=C1)OC(=O)N1CC(C(CCC1)C(=O)O)NC(=O)OCC1=CC=CC=C1 1-((benzyloxy)carbonyl)-3-(((benzyloxy)carbonyl)amino)azepane-4-carboxylic acid